L-2-(N-cyclohexylamino)-ethanesulfonic acid C1(CCCCC1)NCCS(=O)(=O)O